N2,N2,N6,N6-tetrakis(2-methoxyethyl)-8-(4-methoxypiperidin-1-yl)-N4-(pyridin-3-ylmethyl)pyrimido[5,4-d]pyrimidine-2,4,6-triamine COCCN(C=1N=C(C2=C(N1)C(=NC(=N2)N(CCOC)CCOC)N2CCC(CC2)OC)NCC=2C=NC=CC2)CCOC